[Cl-].[Cl-].[Ti+2].CC1=C(OC2=C(C(=CC2C)C)C)C(=CC(=C1)C)C 2,4,6-trimethylphenoxy(2,3,5-trimethylcyclopentadiene) titanium dichloride